2-chloro-5-methoxy-1-methyl-1H-pyrrolo[2,3-b]pyridine-3-carboxylic acid tert-butyl ester C(C)(C)(C)OC(=O)C1=C(N(C2=NC=C(C=C21)OC)C)Cl